C1(CC1)C1=NC(=CC(=N1)C(C1=CC=CC=C1)(F)F)N1CCN(CC1)S(=O)(=O)C1=CC=C(C=C1)I 2-cyclopropyl-4-[difluoro(phenyl)methyl]-6-[4-(4-iodophenyl)sulfonylpiperazin-1-yl]pyrimidine